8-fluoro-2-(((2R,7aS)-2-fluorohexahydro-1H-pyrrolizin-7a-yl)methoxy)-7-(4-methyl-3-((triisopropylsilyl)oxy)naphthalen-1-yl)-4-(2,2,2-trifluoroethoxy)pyrido[4,3-d]pyrimidine FC1=C(N=CC2=C1N=C(N=C2OCC(F)(F)F)OC[C@]21CCCN1C[C@@H](C2)F)C2=CC(=C(C1=CC=CC=C21)C)O[Si](C(C)C)(C(C)C)C(C)C